[Na].FC(C1=NNC(=N1)C(F)(F)F)(F)F 3,5-bis(trifluoromethyl)-1,2,4-triazole sodium salt